ClC1=CC=C2C(=C(N(C2=C1C=1C(=NN(C1C)C)C)CCCCN1C(C2=CC=CC=C2C1=O)=O)C(=O)OC(C)(C)C)CCCOC1=CC=CC2=CC=CC=C12 tert-butyl 6-chloro-1-(4-(1,3-dioxoisoindolin-2-yl)butyl)-3-(3-(naphthalen-1-yloxy)propyl)-7-(1,3,5-trimethyl-1H-pyrazol-4-yl)-1H-indole-2-carboxylate